1-methyl-1,4,6,7-tetrahydro-5H-imidazo[4,5-c]Pyridine-5-carboxylic acid tert-butyl ester C(C)(C)(C)OC(=O)N1CC2=C(CC1)N(C=N2)C